ClC1=C(C#N)C=CC(=C1)N1CC2(C[C@H]1C)CCN(CC2)C2=CC=C(C=C2)C(=O)N2CCC(CC2)CN2CCC(CC2)C2=CC(=CC=C2)N[C@H]2C(NC(CC2)=O)=O 2-Chloro-4-((R)-8-(4-(4-((4-(3-(((R)-2,6-dioxopiperidin-3-yl)amino)phenyl)piperidin-1-yl)methyl)piperidine-1-carbonyl)phenyl)-3-methyl-2,8-diazaspiro[4.5]decan-2-yl)benzonitrile